dimethyl-3-hydroxyethylimidazolium hexafluorophosphate F[P-](F)(F)(F)(F)F.CC=1[N+](=C(NC1)C)CCO